CC(C(=O)O)C(CCCCCC)C1=CC=CC=C1 2-methyl-3-phenylnonanoic acid